hydroxy-6'-methyl-[2,3'-bipyridine]-5'-carboxylic acid OC=1C(=NC=CC1)C=1C=NC(=C(C1)C(=O)O)C